diethyl-1,4-phenylenediamine C(C)NC1=CC=C(C=C1)NCC